FC1(C=2C=CC=NC2C(CC1)O)C(=O)NCCOC1=CC=CC=C1 5-fluoro-8-hydroxy-N-(2-phenoxyethyl)-5,6,7,8-tetrahydroquinoline-5-carboxamide